2-Chloro-2-[(3-chlorophenyl)hydrazono]acetic acid ethyl ester C(C)OC(C(=NNC1=CC(=CC=C1)Cl)Cl)=O